N-(5-fluoro-2-methoxybenzyl)-3-(4-(trifluoromethyl)-1H-imidazol-1-yl)-1H-indazol-5-amine FC=1C=CC(=C(CNC=2C=C3C(=NNC3=CC2)N2C=NC(=C2)C(F)(F)F)C1)OC